N1(C=NC=C1)CCN1CCN(CC1)C1=NC=CC=C1C1C=2N(C3=CC=CC=C3N1)C=CC2 4-(2-(4-(2-(1H-Imidazol-1-yl)ethyl)piperazin-1-yl)pyridin-3-yl)-4,5-dihydropyrrolo[1,2-a]quinoxaline